(S)-3-(2-butoxy)-1-methyl-4-nitro-1H-pyrazole C[C@@H](CC)OC1=NN(C=C1[N+](=O)[O-])C